C[N+](C)(C)CC(=O)[O-] The molecule is the amino acid betaine derived from glycine. It has a role as a fundamental metabolite. It is an amino-acid betaine and a glycine derivative. It is a conjugate base of a N,N,N-trimethylglycinium.